(E)-7-(2-(4-((5-Cyclopropyl-3-(3,5-dichloropyridin-4-yl)isoxazol-4-yl)methoxy)bicyclo[2.2.2]octan-1-yl)vinyl)-1-(4-methylpiperazin-1-yl)isochinolin C1(CC1)C1=C(C(=NO1)C1=C(C=NC=C1Cl)Cl)COC12CCC(CC1)(CC2)/C=C/C2=CC=C1C=CN=C(C1=C2)N2CCN(CC2)C